(S)-N-(3-(2-acrylamidopyridin-4-yl)prop-2-yn-1-yl)-1-(3-cyano-6-methyl-4-(trifluoromethyl)pyridin-2-yl)-N-(4-fluorophenyl)pyrrolidine-2-carboxamide C(C=C)(=O)NC1=NC=CC(=C1)C#CCN(C(=O)[C@H]1N(CCC1)C1=NC(=CC(=C1C#N)C(F)(F)F)C)C1=CC=C(C=C1)F